Cl.CN(CCOC=1C=C(C=2CNCC2C1)N[C@H]1COCC1)C (R)-6-(2-(dimethylamino)ethoxy)-N-(tetrahydrofuran-3-yl)isoindolin-4-amine hydrochloride